C(C)C(C(=O)[O-])CCCC.C(CCCCCCC)N1C=[N+](C=C1)C(CC(C)(C)C)(C)C 1-octyl-3-(1,1,3,3-tetramethylbutyl)imidazolium 2-ethylhexanoate